N-[(3S)-9-fluoro-2-oxo-5-phenyl-1,3-dihydro-1,4-benzodiazepine-3-Yl]-2-(2-fluorophenyl)-6-methylpyrazolo[1,5-a]pyrimidine-3-carboxamide FC1=CC=CC=2C(=N[C@@H](C(NC21)=O)NC(=O)C=2C(=NN1C2N=CC(=C1)C)C1=C(C=CC=C1)F)C1=CC=CC=C1